FC(C=1C(=C(C=CC1)[C@@H](C)NC=1C2=C(N=C(N1)C)N1C(C(=C2)C2=CCC(CC2)=O)=NN=C1)F)F (R)-4-(4-((1-(3-(difluoromethyl)-2-fluorophenyl)ethyl)amino)-2-methyl-[1,2,4]triazolo[4',3':1,6]pyrido[2,3-d]pyrimidin-6-yl)cyclohex-3-en-1-one